Tert-butyl (1-(iodomethyl-d2)cyclopropyl)carbamate IC(C1(CC1)NC(OC(C)(C)C)=O)([2H])[2H]